FC=1C=NNC1C(=O)Cl 4-fluoro-1H-pyrazole-5-carbonyl chloride